ethyl 1-(5-(methoxycarbonyl)-3-nitrothiophen-2-yl)-1H-imidazole-2-carboxylate COC(=O)C1=CC(=C(S1)N1C(=NC=C1)C(=O)OCC)[N+](=O)[O-]